3,5-dimethylphenol sodium salt [Na].CC=1C=C(C=C(C1)C)O